4-[[1-[[(7S)-6-methyl-4-[(1R,5S)-3,8-diazabicyclo[3.2.1]octan-3-yl]spiro[5,8-dihydropyrido[4,3-d]pyrimidine-7,1'-tetralin]-2-yl]oxymethyl]cyclopropyl]methyl]morpholine CN1CC2=C(N=C(N=C2N2C[C@H]3CC[C@@H](C2)N3)OCC3(CC3)CN3CCOCC3)C[C@]13CCCC1=CC=CC=C31